CCC(C)N gamma-butylamine